1,1-di(methyl)ethyl 9-oxidanylidene-3-azaspiro[5.5]undecane-3-carboxylate O=C1CCC2(CCN(CC2)C(=O)OC(C)(C)C)CC1